NC=1C(=NC(=CC1)OC)N(CCCC1=C(C=CC(=C1)F)NC1=C(C(=O)O)C=C(C(=C1)F)F)C(=O)OC(C)(C)C 2-((2-(3-((3-amino-6-methoxypyridin-2-yl)(tert-butoxycarbonyl)-amino)propyl)-4-fluorophenyl)amino)-4,5-difluorobenzoic acid